C1([C@H](O)[C@@H](O)[C@@H](O)[C@H](O1)CO)F D-Galactopyranosyl fluoride